C(C)(C)(C)OC(NC1CCC(CC1)CN1CC(CC1)(F)C1=CC(=C2C=NN(C2=C1)C)C1=C(C=C(C=C1)F)C(N(C(C)C)CC)=O)=O.FC(C(=O)C=1C=C2C=CNC2=CC1)(F)F 5-trifluoroacetyl-indole Tert-butyl-N-[(1r,4r)-4-{[3-(4-{2-[ethyl(isopropyl)carbamoyl]-4-fluorophenyl}-1-methyl-1H-indazol-6-yl)-3-fluoropyrrolidin-1-yl]methyl}cyclohexyl]carbamate